C(NC(=O)N)(=O)[O-].[N-]=C=O isocyanate compound with allophanate